2-Hydroxy-7,8-dihydroquinoxalin-5(6H)-one OC1=NC=2CCCC(C2N=C1)=O